manganese-zirconium compound with 3-phenoxypropionic acid O(C1=CC=CC=C1)CCC(=O)O.[Zr].[Mn]